(tripropylphosphonio)propane-1-sulfonate C(CC)[P+](CCC)(CCC)C(CC)S(=O)(=O)[O-]